6-(9,9-difluoro-2-azaspiro[5.5]undecan-2-yl)-N-methyl-N-((4-(methylsulfonyl)morpholin-2-yl)methyl)-2-(trifluoromethyl)pyrimidin-4-amine FC1(CCC2(CCCN(C2)C2=CC(=NC(=N2)C(F)(F)F)N(CC2CN(CCO2)S(=O)(=O)C)C)CC1)F